tert-Butyl 3-(((5-Bromo-3-nitropyridin-2-yl)oxy)methyl)azetidine-1-carboxylate BrC=1C=C(C(=NC1)OCC1CN(C1)C(=O)OC(C)(C)C)[N+](=O)[O-]